COC1=C(C=C(C=C1)C=CC1=CC(=C(C(=C1)OC)OC)OC)O 2-methoxy-5-(3,4,5-trimethoxystyryl)phenol